6-(2-Chloro-6-methylphenyl)-2-((3,5-dichloro-4-(4-methylpiperazin-1-yl)phenyl)amino)-8,9-dihydroimidazo[1,2-a]pyrimido[5,4-e]pyrimidin-5(6H)-one ClC1=C(C(=CC=C1)C)N1C=2N(C3=C(C1=O)C=NC(=N3)NC3=CC(=C(C(=C3)Cl)N3CCN(CC3)C)Cl)CCN2